COC1=C(C=C(C=C1)[C@@H](C)NC(C1=C(C=CC(=C1)N1CCN(CC1)C)C)=O)C1=NN(C=C1)C1CCOCC1 N-[(1R)-1-[4-Methoxy-3-(1-tetrahydropyran-4-ylpyrazol-3-yl)phenyl]ethyl]-2-methyl-5-(4-methylpiperazin-1-yl)benzamide